5-Bromo-6-fluoro-3-methyl-1H-benzimidazol-2-one BrC1=CC2=C(NC(N2C)=O)C=C1F